7-bromo-2-(ethylthio)-3-(5-(2,2,3,3,3-pentafluoropropoxy)pyrazin-2-yl)pyrazolo[1,5-a]pyrimidine BrC1=CC=NC=2N1N=C(C2C2=NC=C(N=C2)OCC(C(F)(F)F)(F)F)SCC